C(C)NC(=O)NC1=NC2=C(N1)C(=CC(=C2)C2=NNC(C1=CC=CC=C21)=O)C 1-Ethyl-3-(7-methyl-5-(4-oxo-3,4-dihydrophthalazin-1-yl)-1H-benzimidazol-2-yl)urea